NC=1NC(C=2N=CN(C2N1)[C@H]1[C@@H]([C@@H]([C@H](O1)CN1C(CCC1=O)=O)O)O)=O 1-[[(2R,3S,4R,5R)-5-(2-amino-6-oxo-1H-purin-9-yl)-3,4-dihydroxy-tetra-hydrofuran-2-yl]methyl]pyrrolidine-2,5-dione